COC1=C(C(=CC(=C1)C1=CN(C(C2=CN=CC=C12)=O)C)OC)CN(CC(N(CCOCCOCCNC(OC(C)(C)C)=O)C)=O)C tert-butyl (1-(2,6-dimethoxy-4-(2-methyl-1-oxo-1,2-dihydro-2,7-naphthyridin-4-yl)phenyl)-2,5-dimethyl-4-oxo-8,11-dioxa-2,5-diazatridecan-13-yl)carbamate